O=C1NC(CCC1N1C(C2=CC=CC(=C2C1=O)SCCOCCOCCC(=O)N1CCC(CC1)C1=CC=C(C(=O)N2CCC(CC2)CCCCNC(\C=C\C=2C=NC=CC2)=O)C=C1)=O)=O (E)-N-(4-(1-(4-(1-(3-(2-(2-((2-(2,6-dioxopiperidin-3-yl)-1,3-dioxoisoindolin-4-yl)thio)ethoxy)ethoxy)propanoyl)piperidin-4-yl)benzoyl)piperidin-4-yl)butyl)-3-(pyridin-3-yl)acrylamide